N-cyanoimido-S,S-dimethyl-dithiocarbonate CSC(=NC#N)SC